FC1(OC2=C(O1)C=CC(=C2)[C@H](C)OC2=NC=CC(=C2)N2N=C(C=1CCCC(C21)=O)C(F)(F)F)F 1-[2-[(1S)-1-(2,2-difluoro-1,3-benzodioxol-5-yl)ethoxy]-4-pyridyl]-3-(trifluoromethyl)-5,6-dihydro-4H-indazol-7-one